N-((R or S,E)-1-cyclopropyl-3-((R or S)-S-methylsulfonimidoyl)allyl)-2-(1,1-difluoroethyl)-4-phenoxypyrimidine-5-carboxamide-d C1(CC1)[C@H](\C=C\[S@@](=O)(=N)C)N(C(=O)C=1C(=NC(=NC1)C(C)(F)F)OC1=CC=CC=C1)[2H] |o1:3,6|